NC1=NC=C(C=N1)N1[C@H](CN(CC1)C(=O)OC(C)(C)C)C t-butyl (S)-4-(2-aminopyrimidin-5-yl)-3-methylpiperazin-1-carboxylate